4-((4-bromophenyl)((8-methyl-4-oxochroman-7-yl)oxy)methyl)benzamide BrC1=CC=C(C=C1)C(C1=CC=C(C(=O)N)C=C1)OC1=CC=C2C(CCOC2=C1C)=O